C(C)(C)(C)NC[C@H](O)C1=C2C=NN(C2=C(C=C1)F)COCC[Si](C)(C)C (R)-2-(tert-butylamino)-1-(7-fluoro-1-((2-(trimethylsilyl)ethoxy)methyl)-1H-indazol-4-yl)ethan-1-ol